2-(2-(ethylsulfonyl)-4-(trifluoromethyl)phenyl)-5-(3,3,4,4,4-pentafluorobut-1-en-1-yl)-1-methyl-1H-imidazole C(C)S(=O)(=O)C1=C(C=CC(=C1)C(F)(F)F)C=1N(C(=CN1)C=CC(C(F)(F)F)(F)F)C